(2-methylbenzo[d]oxazol-6-yl)(2-(piperazin-1-yl)-pyridin-4-yl)methanone CC=1OC2=C(N1)C=CC(=C2)C(=O)C2=CC(=NC=C2)N2CCNCC2